BrC=1C=C2C=CN(C(C2=CC1)=O)C(C)C 6-bromo-N-isopropylisoquinolin-1(2H)-one